FC(C)(F)C1=NC(=CC(=N1)N1CC2(C=3C=NC(=CC31)NC(C)=O)CC2)OCC2(COC2)C N-(1'-(2-(1,1-difluoroethyl)-6-((3-methyloxetan-3-yl)methoxy)pyrimidin-4-yl)-1',2'-dihydrospiro[cyclopropane-1,3'-pyrrolo[3,2-c]pyridin]-6'-yl)acetamide